Cl.FC=1C=CSC1 4-fluorothiophene hydrochloride